(1-(5-(4-Amino-3-(benzyloxy)phenyl)-3-cyano-4-(4-cyano-3-fluorophenyl)pyridin-2-yl)piperidin-4-yl)carbamic acid tert.Butyl ester C(C)(C)(C)OC(NC1CCN(CC1)C1=NC=C(C(=C1C#N)C1=CC(=C(C=C1)C#N)F)C1=CC(=C(C=C1)N)OCC1=CC=CC=C1)=O